C(C)(C)(C)OC(=O)N(C1=CC(=NC=2N1N=CC2C(C)C)C=2CC=NCC2)CC2=CC(=CC=C2)NC(C=C(C)C)=O 4-(7-((tert-butoxycarbonyl)(3-(3-Methylbut-2-enamido)benzyl)amino)-3-isopropylpyrazolo[1,5-a]pyrimidin-5-yl)-3,6-dihydropyridine